5-((4-chlorophenyl)amino)pyrazolo[1,5-a]pyrido[4,3-e]pyrimidine-2-carboxylic acid ClC1=CC=C(C=C1)NC1=NC=2N(C3=C1C=CN=C3)N=C(C2)C(=O)O